ClC=1C(=NC(=C(C(=O)OC)C1)NC=1C(=NC=CC1C)C(C)C)C1=C(C=CC=C1OC)F methyl 5-chloro-6-(2-fluoro-6-methoxyphenyl)-2-((2-isopropyl-4-methylpyridin-3-yl)amino)nicotinate